NC=1C=C(C=CC1N1CCCCC1)S(=O)(=O)NC1=C(C=C(C=C1)F)CC(=O)OC(C)(C)C tert-butyl 2-(2-((3-amino-4-(piperidin-1-yl)phenyl)sulfonamido)-5-fluorophenyl)acetate